benzyl (R)-(2-(6-cyclopropyl-4-((1-(2-methyl-3-(trifluoromethyl)phenyl)ethyl)amino)-1,7-dioxo-6,7-dihydropyrido[3,4-d]pyridazin-2(1H)-yl)ethyl)carbamate C1(CC1)N1C=C2C(=NN(C(C2=CC1=O)=O)CCNC(OCC1=CC=CC=C1)=O)N[C@H](C)C1=C(C(=CC=C1)C(F)(F)F)C